N-(2-(4-fluoro-1H-indol-3-yl)ethyl)-N-isopropyl-2-methylpropan-1-amine FC1=C2C(=CNC2=CC=C1)CCN(CC(C)C)C(C)C